2,6-bis(4-azidobenzylidene)cyclohexanone N(=[N+]=[N-])C1=CC=C(C=C2C(C(CCC2)=CC2=CC=C(C=C2)N=[N+]=[N-])=O)C=C1